N-[4-[(dimethylamino)methyl]phenyl]sulfonyl-2-[4-(3-methylphenyl)-2,6-di(propan-2-yl)phenyl]acetamide CN(C)CC1=CC=C(C=C1)S(=O)(=O)NC(CC1=C(C=C(C=C1C(C)C)C1=CC(=CC=C1)C)C(C)C)=O